FC(S(=O)(=O)[O-])(F)F.COC1=CC=C(C[N+](C2=CC=CC=C2)(C)C)C=C1 N-(4-methoxybenzyl)-N,N-dimethylanilinium trifluoromethanesulfonate